3-(3-((1H-indazol-5-yl)amino)-3-oxopropyl)-N-(8-methylisoquinolin-1-yl)-N-((R)-piperidin-3-yl)piperidine-1-carboxamide N1N=CC2=CC(=CC=C12)NC(CCC1CN(CCC1)C(=O)N([C@H]1CNCCC1)C1=NC=CC2=CC=CC(=C12)C)=O